N1(CCCC1)C#C tetrahydropyrrolyl-acetylene